CC1=C(C=NC(=C1)C(F)(F)F)N1CCC(CC1)N1CC2(CS(C2)(=O)=O)CC1 6-(1-(4-methyl-6-(trifluoromethyl)pyridin-3-yl)piperidin-4-yl)-2-thia-6-azaspiro[3.4]octane 2,2-dioxide